C(#N)C1=NC(=NC(=C1)C)N1CCC2(CC1)CC1=CC=C(C=C1[C@H]2N[S@](=O)C(C)(C)C)OC (R)-N-((S)-1'-(4-cyano-6-methylpyrimidin-2-yl)-5-methoxy-1,3-dihydrospiro[inden-2,4'-piperidin]-3-yl)-2-methylpropan-2-sulfinamide